C(CCCCCCCCCCCCCCCCC)(=O)OCCCCCCCCCCC undecyl octadecanoate